2-[4-(chloromethyl)phenyl]-6-(trifluoromethyl)pyridine ClCC1=CC=C(C=C1)C1=NC(=CC=C1)C(F)(F)F